2,4-dichloro-thieno[3,2-d]pyrimidine ClC=1N=C(C2=C(N1)C=CS2)Cl